Cl.CC1=C(C=CC=C1)S(=O)(=O)N 2-methylbenzenesulfonamide monohydrochloride